maleic acid nitrogen [N].C(\C=C/C(=O)O)(=O)O